(S)-8-(2-fluoro-4-(trifluoromethyl)phenyl)-2,3-dimethyl-6-(2-(1-methyl-1H-pyrazol-4-yl)morpholino)pyrimido[5,4-d]pyrimidin-4(3H)-one FC1=C(C=CC(=C1)C(F)(F)F)C1=NC(=NC2=C1N=C(N(C2=O)C)C)N2C[C@@H](OCC2)C=2C=NN(C2)C